2-[3-[1-(difluoromethyl)-3,5-dimethyl-pyrazol-4-yl]pyrazolo[1,5-a]pyridin-5-yl]oxazole-5-carboxylic acid FC(N1N=C(C(=C1C)C=1C=NN2C1C=C(C=C2)C=2OC(=CN2)C(=O)O)C)F